N-cyclobutyl-4-(1-ethyl-4-(4-fluorophenyl)-1H-imidazol-5-yl)pyrimidin-2-amine C1(CCC1)NC1=NC=CC(=N1)C1=C(N=CN1CC)C1=CC=C(C=C1)F